O=C1NC(CCC1N1C(C2=CC=C(C=C2C1=O)CN1CCC(CC1)N1CCCC2=CC(=CC=C12)F)=O)=O 2-(2,6-dioxopiperidin-3-yl)-5-((4-(6-fluoro-3,4-dihydroquinolin-1(2H)-yl)piperidin-1-yl)methyl)isoindoline-1,3-dione